1-Butyl-3-chloro-4-[2-fluoro-4-(2-methylpyridin-4-yloxy)-phenyl]-1H-pyridin-2-one C(CCC)N1C(C(=C(C=C1)C1=C(C=C(C=C1)OC1=CC(=NC=C1)C)F)Cl)=O